NCC(C#CC1=CC=CC=C1)O 1-amino-4-phenylbut-3-yn-2-ol